2-(4-(4,6-diphenyl-1,3,5-triazin-2-yl)-2,3,5,6-tetrakis(5H-pyrido[4,3-b]indol-5-yl)phenyl)benzo[d]oxazole C1(=CC=CC=C1)C1=NC(=NC(=N1)C1=CC=CC=C1)C1=C(C(=C(C(=C1N1C2=C(C=3C=CC=CC13)C=NC=C2)N2C1=C(C=3C=CC=CC23)C=NC=C1)C=1OC2=C(N1)C=CC=C2)N2C1=C(C=3C=CC=CC23)C=NC=C1)N1C2=C(C=3C=CC=CC13)C=NC=C2